dicyclohexyl-(3-methoxy-4-(prop-2-yn-1-ylamino)phenyl)phosphine oxide C1(CCCCC1)P(C1=CC(=C(C=C1)NCC#C)OC)(C1CCCCC1)=O